CN1N=C(N=C1[N+](=O)[O-])N 1-methyl-5-nitro-amino-1,2,4-triazole